rac-(2R)-2-[[4-(2,6-dichloro-4-fluoro-phenyl)-7-quinolyl]oxy]-1-[3-(1-hydroxycyclopropyl)-1-piperidyl]propan-1-one ClC1=C(C(=CC(=C1)F)Cl)C1=CC=NC2=CC(=CC=C12)O[C@@H](C(=O)N1CC(CCC1)C1(CC1)O)C |r|